C(C)(C)(C)OC(=O)N1[C@H](C[C@H](C1)C(C(=O)OCC)COC)C1=C(C(=CC=C1OCOC)Cl)Cl (2r,4s)-2-(2,3-dichloro-6-(methoxymethoxy)phenyl)-4-(1-ethoxy-3-methoxy-1-oxopropan-2-yl)pyrrolidine-1-carboxylic acid tert-butyl ester